N-(3-pyridyl)methyl(3-{5-[di(tert-butyl)(fluoro)silyl]-4-methoxy-2-pyridyl}thioureido)acetamide N1=CC(=CC=C1)NC(C(NC(=S)NC1=NC=C(C(=C1)OC)[Si](F)(C(C)(C)C)C(C)(C)C)C)=O